3-(4-fluorophenyl)-N7-methyl-N5-(2-(1-methyl-1H-pyrazol-4-yl)ethyl)-2,3-dihydrobenzofuran-5,7-dicarboxamide FC1=CC=C(C=C1)C1COC2=C1C=C(C=C2C(=O)NC)C(=O)NCCC=2C=NN(C2)C